ClC1=NC(=NC(=C1)C=C)C(C)(F)F 4-chloro-2-(1,1-difluoroethyl)-6-vinylpyrimidine